CN(C(=O)OC=1C=[N+](C=CC1)C)C 3-(dimethylaminocarbonyloxy)-1-methylpyridinium